5-(3-isopropyl-5-(piperidin-4-yl)-1H-indol-2-yl)-1-methyl-2-oxo-1,2-dihydropyridine-3-carboxylic acid methyl ester COC(=O)C=1C(N(C=C(C1)C=1NC2=CC=C(C=C2C1C(C)C)C1CCNCC1)C)=O